8-{2-fluoro-4-[4-(propan-2-yl)phenyl]phenyl}-6-oxo-2H,3H,4H,6H-pyrimido[2,1-b][1,3]thiazine-7-carbonitrile FC1=C(C=CC(=C1)C1=CC=C(C=C1)C(C)C)C=1N=C2SCCCN2C(C1C#N)=O